2-(Decanylamino)-4H-benzo[d][1,3]oxazin-4-one C(CCCCCCCCC)NC=1OC(C2=C(N1)C=CC=C2)=O